N-{(1R)-1-[3-(difluoromethyl)-2-fluorophenyl]ethyl}-6-(dimethylphosphoryl)-2-methylpyrido[3,4-d]pyrimidin-4-amine FC(C=1C(=C(C=CC1)[C@@H](C)NC=1C2=C(N=C(N1)C)C=NC(=C2)P(=O)(C)C)F)F